5-((4-(((S)-2-hydroxy-1-phenylethyl)amino)-5-(1,3,4-oxadiazol-2-yl)pyridin-2-yl)amino)-3-methylisoindolin-1-one OC[C@H](C1=CC=CC=C1)NC1=CC(=NC=C1C=1OC=NN1)NC=1C=C2C(NC(C2=CC1)=O)C